Cl.FC(C1=CC2=C(N3[C@@H](COC2)CNCC3)N=C1)(F)F (R)-3-(trifluoromethyl)-7,7a,8,9,10,11-hexahydro-5H-pyrazino[2,1-c]pyrido[2,3-e][1,4]oxazepine hydrochloride